2,2,2-trifluoro-1-[4-(phenyl-1,4-dioxa-but-1-yl)phenyl]-ethanone oxime FC(C(=NO)C1=CC=C(C=C1)OCCOC1=CC=CC=C1)(F)F